2-methyl-3-(3-(trifluoromethyl)benzyl)naphthalene-1,4-dione CC=1C(C2=CC=CC=C2C(C1CC1=CC(=CC=C1)C(F)(F)F)=O)=O